C(C)(C)(C)OC tert-butyl-methyl ether